ethyl 5-(cyclopropylmethyl)-4H-1,2,4-triazole-5-carboxylate C1(CC1)CC1(NC=NN1)C(=O)OCC